C(CCC)PC1=C(C=CC=C1)C1=C(C=C(C=C1C(C)C)C(C)C)C(C)C butyl[2',4',6'-tris(propan-2-yl)-[1,1'-biphenyl]-2-yl]phosphane